C1(=CC=CC=C1)C1CCCC2=CC=CC=C12 1-phenyl-1,2,3,4-tetrahydronaphthalene